C(C)(C)(C)OC(=O)N1C=C(C2=CC=CC=C12)C1C(N(CC1)C)=O 3-(1-methyl-2-oxopyrrolidin-3-yl)-1H-indole-1-carboxylic acid tert-butyl ester